C(#N)[C@H]1N([C@H]2C[C@H]2C1)C(CNC(=O)C1=CC=NC2=CC=C(C=C12)C(C)OC)=O N-(2-((1S,3S,5S)-3-cyano-2-azabicyclo[3.1.0]hex-2-yl)-2-oxoethyl)-6-(1-methoxyethyl)quinoline-4-carboxamide